COC1=CC=C(C=C1)C1=NN2C(=NC3=C(C2=N1)N=CC=C3)N[C@H]3C(NCCN(C3)C(=O)OCC3=CC=CC=C3)=O Benzyl (6R)-6-{[2-(4-methoxyphenyl)pyrido[2,3-e][1,2,4]triazolo[1,5-c]pyrimidin-5-yl]amino}-5-oxo-1,4-diazepane-1-carboxylate